3-(4-(4-(((3-aminocyclobutyl)(methyl)amino)methyl)piperidin-1-yl)phenyl)piperidine-2,6-dione NC1CC(C1)N(C)CC1CCN(CC1)C1=CC=C(C=C1)C1C(NC(CC1)=O)=O